piperidin-4-amine trifluoroacetate FC(C(=O)O)(F)F.N1CCC(CC1)N